2,3-diphenyl-1,1-dichloro-cycloprop-2-en C1(=CC=CC=C1)C=1C(C1C1=CC=CC=C1)(Cl)Cl